FC=1C=C(C=C(C1C=1C=C2C(=CN1)NN=C2C=2C=NC(=CC2)N2CC(CCC2)OC)C)CNC (3-fluoro-4-(3-(6-(3-methoxypiperidin-1-yl)pyridin-3-yl)-1H-pyrazolo[3,4-c]pyridin-5-yl)-5-methylphenyl)-N-methylmethanamine